4-((2-(azetidin-1-ylmethyl)-6-chlorophenyl)amino)-2,6-difluoro-N-(thiazol-4-yl)benzenesulfonamide 2,2,2-trifluoroacetate FC(C(=O)O)(F)F.N1(CCC1)CC1=C(C(=CC=C1)Cl)NC1=CC(=C(C(=C1)F)S(=O)(=O)NC=1N=CSC1)F